C(C)(C)(C)N1N=CC(=C1)NC(CC1=CC(=C(C=C1)OC1=CC=NC2=CC=C(C=C12)S(=O)(=O)N1CCCC1)C)=O N-(1-(tert-butyl)-1H-pyrazol-4-yl)-2-(3-methyl-4-((6-(pyrrolidin-1-ylsulfonyl)quinolin-4-yl)oxy)phenyl)acetamide